C1CC12CC(CCC2)C=O spiro[2.5]octane-5-carbaldehyde